tritriacontane-16,18-dione CCCCCCCCCCCCCCCC(CC(CCCCCCCCCCCCCCC)=O)=O